BrC1=CC=C(CN2C(C(=NC3=CC=C(C=C23)OC)C2=CC=CC=C2)=O)C=C1 (4-bromobenzyl)-7-methoxy-3-phenylquinoxalin-2(1H)-one